O=C1NC(CCC1C1=C(C=C(C=C1F)N1CC(C1)NC(OC1CN(C1)C(=O)N1CC2=CC=CC=C2C1)=O)F)=O 1-(isoindoline-2-carbonyl)azetidin-3-yl (1-(4-(2,6-dioxopiperidin-3-yl)-3,5-difluorophenyl)azetidin-3-yl)carbamate